7-[2-chloro-6-[3-methyl-1-(4-piperidyl)pyrazol-4-yl]phenyl]-3-(4-isoquinolyl)-1H-quinazoline-2,4-dione ClC1=C(C(=CC=C1)C=1C(=NN(C1)C1CCNCC1)C)C1=CC=C2C(N(C(NC2=C1)=O)C1=CN=CC2=CC=CC=C12)=O